BENZIMIDAZOLE-CARBOXAMIDE N1=C(NC2=C1C=CC=C2)C(=O)N